N-[4-(3-cyanophenyl)-5-(2,6-dimethyl-4-pyridyl)thiazol-2-yl]-4-(2-hydroxy-1,1-dimethyl-ethyl)piperazine-1-carboxamide C(#N)C=1C=C(C=CC1)C=1N=C(SC1C1=CC(=NC(=C1)C)C)NC(=O)N1CCN(CC1)C(CO)(C)C